[Li+].N[C@@H](CC(C)C)C(=O)[O-] leucine lithium salt